3,5-dichloro-6-ethylpyrazine-2-carbonitrile ClC=1C(=NC(=C(N1)Cl)CC)C#N